1,1-bis(ethyl-d5)-3-((6aR,9R)-10-fluoro-7-(methyl-d3)-4,6,6a,7,8,9-hexahydroindolo[4,3-fg]quinolin-9-yl)urea C(C([2H])([2H])[2H])(N(C(=O)N[C@@H]1CN([C@@H]2CC=3C4=C(C2=C1F)C=CC=C4NC3)C([2H])([2H])[2H])C(C([2H])([2H])[2H])([2H])[2H])([2H])[2H]